C1OCC12CCCCC2 2-oxaspiro[3.5]nonane